6-Bromo-1-methyl-4-[4-methyl-4-(5-methyl-1,3-benzooxazol-2-yl)piperidin-1-yl]-2-oxo-1,2-dihydroquinoline-3-carbonitrile BrC=1C=C2C(=C(C(N(C2=CC1)C)=O)C#N)N1CCC(CC1)(C=1OC2=C(N1)C=C(C=C2)C)C